6-[3-[[1-(trifluoromethyl)cyclopropyl]methoxy]pyrazol-1-yl]-2-[(4S)-2,2,4-trimethylpyrrolidin-1-yl]pyridine-3-carboxamide FC(C1(CC1)COC1=NN(C=C1)C1=CC=C(C(=N1)N1C(C[C@@H](C1)C)(C)C)C(=O)N)(F)F